FC1=C(C(=O)NCC=2OC(=NN2)C(F)(F)F)C=C(C=C1)CC1=NNC(C2=CC=C(C=C12)C#CC)=O 2-Fluoro-5-((4-oxo-7-(prop-1-ynyl)-3,4-dihydrophthalazin-1-yl)methyl)-N-((5-(trifluoromethyl)-1,3,4-oxadiazol-2-yl)methyl)benzamide